COC(=O)C1(CC(C1)(C)OC(C)=O)NC(=O)OC(C)(C)C Trans-3-acetoxy-1-[(tert-butoxycarbonyl)amino]-3-methylcyclobutane-1-carboxylic acid methyl ester